ClC=1C=C2C(=CN=C(C2=CN1)N1C(CC1)C)CC1(CNC1)C 6-chloro-1-(2-methylazetidin-1-yl)-4-((3-methylazetidin-3-yl)methyl)-2,7-naphthyridine